2-bromo-N-(4,5-dimethylisoxazol-3-yl)-N-((2-methoxyethoxy)methyl)benzenesulfonamide BrC1=C(C=CC=C1)S(=O)(=O)N(COCCOC)C1=NOC(=C1C)C